FC1(C(C1)N1N=CC=2C1=NC(=CC2)NC(C2=C(C=C(C=C2)NS(=O)(=O)CCO)N2CCC1(CC1)CC2)=O)F N-(1-(2,2-difluorocyclopropyl)-1H-pyrazolo[3,4-b]pyridin-6-yl)-4-((2-hydroxyethyl)sulfonamido)-2-(6-azaspiro[2.5]octan-6-yl)benzamide